cis-N1-(5-(imidazo[1,2-a]pyridin-6-yl)pyrrolo[2,1-f][1,2,4]triazin-2-yl)-N4,N4-dimethylcyclohexane-1,4-diamine N=1C=CN2C1C=CC(=C2)C=2C=CN1N=C(N=CC12)N[C@@H]1CC[C@@H](CC1)N(C)C